[(3S,5R)-3-[(4-methoxyphenyl) diphenylmethoxy]-5-(5-methyl-2,4-dioxo-3H-pyrimidin-1-yl)-2-[(trifluoromethanesulfonyloxy)methyl] oxolan-2-yl]methyl trifluoromethanesulfonate FC(S(=O)(=O)OCC1(O[C@H](C[C@@H]1OC(C1=CC=CC=C1)(C1=CC=CC=C1)C1=CC=C(C=C1)OC)N1C(NC(C(=C1)C)=O)=O)COS(=O)(=O)C(F)(F)F)(F)F